BrC1=CC=C(C=C1)C1=NN(C(=C1C#N)NC)C1CCCC1 3-(4-Bromophenyl)-1-cyclopentyl-5-(methylamino)pyrazole-4-carbonitrile